ClC1=C(C=CC(=C1)Cl)C(CO)CCC 2-(2,4-dichlorophenyl)amyl alcohol